alanine-3-13C N[C@@H]([13CH3])C(=O)O